Tert-butyl-[[3-fluoro-2-[2-[3-(trifluoromethyl)-6,8-dihydro-5H-[1,2,4]triazolo[4,3-a]pyrazin-7-yl]pyrimidin-5-yl]-4-pyridyl]methoxy]-dimethyl-silane C(C)(C)(C)[Si](C)(C)OCC1=C(C(=NC=C1)C=1C=NC(=NC1)N1CC=2N(CC1)C(=NN2)C(F)(F)F)F